N-[6,8-dimethyl-[1,2,4]triazolo[1,5-a]pyrazin-2-yl]-5-(piperazin-1-yl)cinnoline-8-carboxamide CC=1N=C(C=2N(C1)N=C(N2)NC(=O)C=2C=CC(=C1C=CN=NC21)N2CCNCC2)C